CC1=CC=C(C=C1)S(=O)(=O)N1CC(CC1)C(=O)[O-] (4-methylbenzenesulfonyl)pyrrolidine-3-carboxylate